[C@H]12CN(C[C@H](CC1)N2)C2=NC(=NC1=C(C(=CC=C21)C2=C(C(=CC=C2)Cl)C(F)(F)F)F)OC[C@]21CCCN1C[C@@H](C2)F 4-((1R,5S)-3,8-diazabicyclo[3.2.1]octan-3-yl)-7-(3-chloro-2-(trifluoromethyl)phenyl)-8-fluoro-2-(((2R,7aS)-2-fluorotetrahydro-1H-pyrrolizin-7a(5H)-yl)methoxy)quinazoline